C1CCC2=C(C=3CCCC3C=C12)CC(=O)N[S@](=O)(=N)C1=C(N=C(S1)C(C)(C)O)CO |o1:16| (R)- or (S)-2-(1,2,3,5,6,7-hexahydros-indacen-4-yl)-N-(4-(hydroxymethyl)-2-(2-hydroxypropan-2-yl)thiazol-5-ylsulfonimidoyl)acetamide